BrC1=CC=2C(C3=CC=C(C=C3NC2C=C1)F)(C)C 2-bromo-6-fluoro-9,9-dimethyl-9,10-dihydroacridine